FC(C1=NN2C(N=C(C=C2NC[C@H](C2=CC=C(C=C2)F)N2[C@@H]3CC([C@@H](C2)C3)O)C(F)(F)F)=C1)(F)F (1S,4R)-2-((S)-2-((2,5-bis(trifluoromethyl)pyrazolo[1,5-a]pyrimidin-7-yl)amino)-1-(4-fluorophenyl)ethyl)-2-azabicyclo[2.2.1]heptan-5-ol